ClC1=C(C=C(C=N1)CN1C[C@@H](CCC1)NC(OC(C)(C)C)=O)COC1=CC=C(C=C1)C1=CC2=C(N=CN=C2N2CCOCC2)N1COCC[Si](C)(C)C tert-butyl (R)-(1-((6-chloro-5-((4-(4-morpholino-7-((2-(trimethylsilyl)ethoxy)methyl)-7H-pyrrolo[2,3-d]pyrimidin-6-yl)phenoxy)methyl)pyridin-3-yl)methyl)piperidin-3-yl)carbamate